2-(2,6-dioxo-3-piperidyl)-5-(4-piperidyloxy)isoindoline-1,3-dione O=C1NC(CCC1N1C(C2=CC=C(C=C2C1=O)OC1CCNCC1)=O)=O